FC(CCN1CC(CC1)C(C1=CC=C(C=C1)C1=CCCCC2=C1C=CC(=C2)C(=O)OC)O)F methyl 9-(4-((1-(3,3-difluoropropyl)pyrrolidin-3-yl)(hydroxy)methyl)phenyl)-6,7-dihydro-5H-benzo[7]annulene-3-carboxylate